BrC=1C(=NN(C1)C=1C=CC(=C(C1)NC(C=C)=O)N1CCN(CC1)C)F N-(5-(4-bromo-3-fluoro-1H-pyrazol-1-yl)-2-(4-methylpiperazin-1-yl)phenyl)acrylamide